C(C)(CC)C(C(CC)C)C(CCCCCCCC)CCCCCC 4-sec-Butyl-5-hexyl-3-methyl-tridecan